9-naphthyl-9H-carbazole-3-boronic acid C1(=CC=CC2=CC=CC=C12)N1C2=CC=CC=C2C=2C=C(C=CC12)B(O)O